ClC1=NC=C(C(=N1)Cl)C(=O)N 2,4-dichloropyrimidine-5-formamide